CC1=C(C(=CC(=C1)C1=C(C(=O)[O-])C=C(C(=C1C)OCC1CO1)C)C)C1=C(C(=O)[O-])C=C(C(=C1C)OCC1CO1)C 2,6-dimethyl-1,4-phenylene-bis{4-(2,3-epoxypropoxy)-3,5-dimethyl benzoate}